FC1=C(C(=CC=C1)C)C1=CC=C(C=C1)C1=CNC2=NC=C(C=C21)C=2C=CC1=C(CC[C@H](CC1)N1C3COCC1C3)C2 6-[(7S)-2-(3-{2'-Fluoro-6'-methyl-[1,1'-biphenyl]-4-yl}-1H-pyrrolo[2,3-b]pyridin-5-yl)-6,7,8,9-tetrahydro-5H-benzo[7]annulen-7-yl]-3-oxa-6-azabicyclo[3.1.1]heptane